3,2',3'-trifluoro-4'-(4-propyl-cyclohexyl)-4-trifluoromethoxy-biphenyl-2-yl triflate O(S(=O)(=O)C(F)(F)F)C1=C(C=CC(=C1F)OC(F)(F)F)C1=C(C(=C(C=C1)C1CCC(CC1)CCC)F)F